9-chloro-6-((4,6-dimethyl-2-oxo-1,2-dihydropyridin-3-yl)methyl)-2-((trans-4-(dimethylamino)cyclohexyl)methyl)-2,4-dimethyl-7,8-dihydro-[1,3]dioxolo[4,5-g]isoquinolin-5(6H)-one ClC=1C=2CCN(C(C2C(=C2C1OC(O2)(C)C[C@@H]2CC[C@H](CC2)N(C)C)C)=O)CC=2C(NC(=CC2C)C)=O